trimethylolpropane monoricinoleate C(CCCCCCC\C=C/C[C@H](O)CCCCCC)(=O)O.C(O)C(CC)(CO)CO